N[C@@H](CCCN\C(\N)=N/[H])C(=O)O Z-L-arginine